6-Fluoro-2-(methoxy-d3)-3-(2,2,2-trifluoro-1-methoxyethyl)benzaldehyde FC1=CC=C(C(=C1C=O)OC([2H])([2H])[2H])C(C(F)(F)F)OC